[SiH2]=N silyleneamine